[Br-].CC(C)[Zn+] 2-propylzinc bromide